C(CCCCCCC\C=C/CCCCCCCC)(=O)N[C@@H](CCCCN)C(=O)O N-oleoyl-L-lysine